2-chloro-5-((6-chloro-5-(4'-((((2S,3R,4R,5R)-2,3,4,5,6-pentahydroxyhexyl)amino)methyl)-[1,1'-biphenyl]-4-yl)-1H-imidazo[4,5-b]pyridin-2-yl)thio)benzoic acid ClC1=C(C(=O)O)C=C(C=C1)SC=1NC=2C(=NC(=C(C2)Cl)C2=CC=C(C=C2)C2=CC=C(C=C2)CNC[C@@H]([C@H]([C@@H]([C@@H](CO)O)O)O)O)N1